N-(4-(3,4-difluorophenyl)thiazol-2-yl)-5-((2-hydroxy-3-methoxybenzyl)amino)-3-methylpyridine-2-sulfonamide FC=1C=C(C=CC1F)C=1N=C(SC1)NS(=O)(=O)C1=NC=C(C=C1C)NCC1=C(C(=CC=C1)OC)O